OC(CC(=O)OCC)C ethyl β-hydroxybutyrate